FC1=CC=C(C=C1)C(C)=O 1-(4-fluoro-phenyl)-ethanone